FC1=C(C=C(C=C1)F)C(CC#C[Si](C)(C)C)(C=1C(N(C=CC1)C)=O)NS(=O)C(C)(C)C N-(1-(2,5-difluorophenyl)-1-(1-methyl-2-oxo-1,2-dihydropyridin-3-yl)-4-(trimethylsilyl)but-3-yn-1-yl)-2-methylpropan-2-sulfinamide